NC1=C(C=C(C=N1)C1=CC=C(C=C1)[C@]12CN(C[C@@H]2C1)C(=O)OC(C)(C)C)C(=O)OC (1s,5r)-tert-butyl 1-(4-(6-amino-5-(methoxycarbonyl) pyridin-3-yl) phenyl)-3-azabicyclo[3.1.0]hexane-3-carboxylate